C1(CC1)C1=C(C(=NC=C1)C)N1C(N=C(C2=C1N=C(C(=C2)F)C2=C(C=CC=C2O)F)N2[C@H](CN(CC2)C(C=C)=O)C)=O 1-(4-cyclopropyl-2-methyl-3-pyridinyl)-6-fluoro-7-(2-fluoro-6-hydroxyphenyl)-4-((2S)-2-methyl-4-(2-propenoyl)-1-piperazinyl)pyrido[2,3-d]pyrimidin-2(1H)-one